(+-)-3-(2-chloro-5-(methylsulfinyl)phenyl)-1,4-oxazepan ClC1=C(C=C(C=C1)S(=O)C)C1COCCCN1